ClC=1C=CC2=C(CC(CC=3N2C(=NN3)C3CC(C3)(F)F)NC(C)C)C1 8-Chloro-1-(3,3-difluorocyclobutyl)-N-(propan-2-yl)-5,6-dihydro-4H-[1,2,4]triazolo[4,3-a][1]benzazepin-5-amin